2-(isobutylsulphonyl)phenol C(C(C)C)S(=O)(=O)C1=C(C=CC=C1)O